C[C@H]1[C@H](C)O1 |r| (2S,3S)- and (2R,3R)-2,3-epoxybutane